O=C(C(=O)OCCCCC)CCC(C(=O)OCCCCC)=O dipentyl 2,5-dioxoadipate